2-(4,4-difluoroazepan-1-yl)-N-(3-(methylsulfonyl)phenyl)-1,6-naphthyridine-3-carboxamide FC1(CCN(CCC1)C1=NC2=CC=NC=C2C=C1C(=O)NC1=CC(=CC=C1)S(=O)(=O)C)F